C1(=C(C=CC=C1)C=1C2=CC=CC=C2C(=C2C=CC(=CC12)N(C=1C=CC=2N(C3=CC=CC=C3C2C1)C1=CC=CC=C1)C1=CC=CC=C1)C1=C(C=CC=C1)C1=CC=CC=C1)C1=CC=CC=C1 N-[9,10-bis(1,1'-biphenyl-2-yl)-2-anthracenyl]-N,9-diphenyl-9H-carbazol-3-amine